methyl-8-(2-{9-[(dimethylamino)methyl]heptadecyl} cyclopropyl)octanoate COC(CCCCCCCC1C(C1)CCCCCCCCC(CCCCCCCC)CN(C)C)=O